d-2-amino-5-phosphonovaleric acid N[C@@H](C(=O)O)CCCP(=O)(O)O